bis(4-vinyl-2-pyridyl)tert-butylphosphine C(=C)C1=CC(=NC=C1)P(C(C)(C)C)C1=NC=CC(=C1)C=C